ClC1=NC=C(C(=N1)NC=1C=C2C=C(C(N(C2=CC1)CC)=O)OCC(=O)NC)Cl 2-([6-[(2,5-dichloropyrimidin-4-yl)amino]-1-ethyl-2-oxoquinolin-3-yl]oxy)-N-methylacetamide